C(CCC)C1(OC(C2=C(O1)C(=C(C=C2CCCCC)O)C2C=C(CCC2)C)=O)CC(C)=O 2-butyl-7-hydroxy-8-(3-methylcyclohex-2-en-1-yl)-2-(2-oxopropyl)-5-pentyl-4H-benzo[d][1,3]dioxin-4-one